C1(C=CC2=CC=CC=C12)[Si](C)(C)C1C=C(C2=CC=3CCCC3C=C12)C(C)C (1H-inden-1-yl)(3-isopropyl-1,5,6,7-tetrahydro-s-indacen-1-yl)dimethylsilane